5-(2-chloro-5-fluorophenyl)-4-(hydroxymethyl)-1-[(4-methoxyphenyl)methyl]pyrrolidin-2-one ClC1=C(C=C(C=C1)F)C1C(CC(N1CC1=CC=C(C=C1)OC)=O)CO